ClC1=C(SC=C1)CNC=1C=2N=CN([C@H]3[C@H](O)[C@H](O)[C@@H](CO)O3)C2N=CN1 N6-[(3-chlorothien-2-yl)methyl]adenosine